1-Carboxymethyl-3-(3,5-dichlorophenyl)urea C(=O)(O)CNC(=O)NC1=CC(=CC(=C1)Cl)Cl